C1(=CC=CC=C1)P(C1=C(C=CC=C1)C1=C(C=CC=C1)NC(C)=O)C1=CC=CC=C1 N-(2'-(diphenylphosphino)-[1,1'-biphenyl]-2-yl)acetamide